O=C1N(CC2=CC(=CC=C12)O[C@H]1[C@@H](CCCC1)NCC=1C=NC=NC1)C1C(NC(CC1)=O)=O 3-(1-oxo-5-(((1R,2R)-2-((pyrimidin-5-ylmethyl)amino)cyclohexyl)oxy)isoindolin-2-yl)piperidine-2,6-dione